7,8-dichloro-4-(1H-imidazol-1-yl)-2-methylquinoline ClC1=CC=C2C(=CC(=NC2=C1Cl)C)N1C=NC=C1